FC=1C=CC(=NC1)C(CC)=O (5-fluoro-2-pyridyl)propan-1-one